N-(tert-butyl)-3-((2-((4-(1-((2-(2,6-dioxopiperidin-3-yl)-1-oxoisoindolin-5-yl)methyl)piperidin-4-yl)phenyl)amino)-5-methylpyrimidin-4-yl)amino)benzenesulfonamide C(C)(C)(C)NS(=O)(=O)C1=CC(=CC=C1)NC1=NC(=NC=C1C)NC1=CC=C(C=C1)C1CCN(CC1)CC=1C=C2CN(C(C2=CC1)=O)C1C(NC(CC1)=O)=O